FC=1C=C(C=C2C(=C(NC12)C1=CC=C(C=C1)F)C1CC(C1)C(=O)O)C(F)(F)F 3-[7-fluoro-2-(4-fluorophenyl)-5-(trifluoromethyl)-1H-indol-3-yl]cyclobutanecarboxylic acid